C1(CC1)C=1N=CC2=C3C(=CC(=C2C1)S(NCC(C)C)(=O)=O)[C@@H](C[C@H]3NC(NC3CCOCC3)=O)NC(=O)C=3C=NC=CC3 |r| N-[Trans-(7RS,9RS)-3-cyclopropyl-5-(2-methylpropylsulfamoyl)-9-(oxan-4-ylcarbamoylamino)-8,9-dihydro-7H-cyclopenta[h]isochinolin-7-yl]pyridin-3-carboxamid